C1(CC1)C=1C=C(C=2N(N1)C=C(N2)\C=N\S(=O)C(C)(C)C)N2C(N(C(C2)=O)C)=O (E)-N-((6-cyclopropyl-8-(3-methyl-2,4-dioxoimidazolidin-1-yl)imidazo[1,2-b]pyridazin-2-yl)methylene)-2-methylpropane-2-sulfinamide